di-(n-nonyl)amine C(CCCCCCCC)NCCCCCCCCC